2-phenyl-N-((1s,3s)-3-(6-((4-(4-(3-(piperazin-1-yl)propyl)piperazin-1-yl)phenyl)amino)-9H-purin-9-yl)cyclobutyl)acetamide hydrochloride Cl.C1(=CC=CC=C1)CC(=O)NC1CC(C1)N1C2=NC=NC(=C2N=C1)NC1=CC=C(C=C1)N1CCN(CC1)CCCN1CCNCC1